2-(4-(tert-butyl)phenyl)-2-oxoacetyl chloride C(C)(C)(C)C1=CC=C(C=C1)C(C(=O)Cl)=O